di-t-butylphosphine C(C)(C)(C)PC(C)(C)C